[18F]C1CC(C1)(C(=O)O)N anti-3-[18F]fluoro-1-amino-cyclobutanecarboxylic acid